(R)-7-(6-((4-amino-5-methoxypentyl)oxy)-2,3-dichlorobenzyl)imidazo[2,1-f][1,2,4]triazin-4-amin N[C@H](CCCOC1=CC=C(C(=C1CC1=CN=C2C(=NC=NN21)N)Cl)Cl)COC